FC([C@@H]1N(CC1)C1=NC(=C(C(=N1)C=1C=NN(C1)CC(=O)N1CCNCC1)CC)C(F)F)F 2-(4-{2-[(R)-2-(difluoromethyl)-1-azetidinyl]-6-(difluoromethyl)-5-ethyl-4-pyrimidinyl}-1-pyrazolyl)-1-(1-piperazinyl)-1-ethanone